5-bromo-1-(1-{8-fluoro-2-methyl-imidazo[1,2-a]pyridin-6-yl}ethyl)-3-methylindazole BrC=1C=C2C(=NN(C2=CC1)C(C)C=1C=C(C=2N(C1)C=C(N2)C)F)C